C(C)OC(C(NC(=O)C=1C(=NOC1)C)C1CC(CCC1)(C)C)=O 2-(3,3-dimethylcyclohexyl)-2-[(3-methylisoxazole-4-carbonyl)amino]acetic acid ethyl ester